(S)-3-(2-(2-Amino-3-cyclohexylpropanoyl)-1-(2-fluoroacetyl)hydrazinyl)propanamide N[C@H](C(=O)NN(C(CF)=O)CCC(=O)N)CC1CCCCC1